tert-butyl (3aS,6aS)-4-(3-(2,6-dioxopiperidin-3-yl)phenyl)hexahydropyrrolo[3,2-b]pyrrole-1(2H)-carboxylate O=C1NC(CCC1C=1C=C(C=CC1)N1CC[C@@H]2N(CC[C@@H]21)C(=O)OC(C)(C)C)=O